BrC1=C(C=C(C=C1)C1CC(C1)=O)C 3-(4-bromo-3-methyl-phenyl)cyclobutanone